3-hydroxy-2-(4-(1-methyl-1H-pyrazol-4-yl)phenyl)propanoic acid OCC(C(=O)O)C1=CC=C(C=C1)C=1C=NN(C1)C